C(O)C1(C(O)C(=CC(=C1O)CO)CO)O 2,4,6-trimethylolpyrogallol